C(C)(=O)O[C@@H]1COCC[C@H]1NC1=NN2C(C=N1)=C(N=C2C(C)C)Br (3S,4R)-4-({5-bromo-7-isopropylimidazo[4,3-f][1,2,4]triazin-2-yl}amino)oxan-3-yl acetate